C(C=O)(=O)OC(C)CC sec-butyl glyoxalate